OC(=O)C(F)(F)F.C(C1=CC=CC=C1)N(CCCN1C2CC(CC1CC2)C=2C=C(C(=O)N)C=CC2)C(C(C(C)O)O)=O 3-endo-(8-{3-[benzyl-(2,3-dihydroxybutyryl)amino]propyl}-8-azabicyclo[3.2.1]oct-3-yl)-benzamide TFA salt